(3S)-N-[(2S)-2-(dimethylamino)-3-(1H-indazol-5-yl)propyl]-3-(pyridin-4-yl)-3-[1-(trifluoromethyl)cyclopropyl]propenamide CN([C@H](CNC(C=C(C1(CC1)C(F)(F)F)C1=CC=NC=C1)=O)CC=1C=C2C=NNC2=CC1)C